2-((1H-benzo[d]imidazol-2-yl)(5-chloro-2-methoxyphenyl)methyl)-6-bromoisoindolin-1-one N1C(=NC2=C1C=CC=C2)C(N2C(C1=CC(=CC=C1C2)Br)=O)C2=C(C=CC(=C2)Cl)OC